C1(=CC=C2C=CC3=CC=CC4=CC=C1C2=C34)NCC(=O)NN (pyrenylamino)acethydrazide